C(C)(C)(C)OC(=O)N1C[C@@H]([C@H](C1)O)NC(CCC1=C(NC2=CC=C(C=C12)F)C1=CC=C(C=C1)F)=O (3S,4S)-3-[3-[5-fluoro-2-(4-fluorophenyl)-1H-indol-3-yl]propionylamino]-4-hydroxy-pyrrolidine-1-carboxylic acid tert-butyl ester